3-iodopropyl-[tris(trimethylsiloxy)]silane ICCC[Si](O[Si](C)(C)C)(O[Si](C)(C)C)O[Si](C)(C)C